methyl (S)-2-((1-(6-(4-chloro-2-fluorobenzyl) picolinoyl) piperidin-4-yl) methyl)-3-(oxetan-2-ylmethyl)-3H-imidazo[4,5-b]pyridine-5-carboxylate ClC1=CC(=C(CC2=CC=CC(=N2)C(=O)N2CCC(CC2)CC2=NC=3C(=NC(=CC3)C(=O)OC)N2C[C@H]2OCC2)C=C1)F